1-(4-(6-ethoxypyrid-3-yl)-3-(2-trityl-2H-tetrazol-5-yl)phenyl)-3-(4-methylcyclohexyl)urea C(C)OC1=CC=C(C=N1)C1=C(C=C(C=C1)NC(=O)NC1CCC(CC1)C)C=1N=NN(N1)C(C1=CC=CC=C1)(C1=CC=CC=C1)C1=CC=CC=C1